(2R,3R,4R,5S,6R)-5-(2-hydroxyethyl)-2-(hydroxymethyl)-6-phenoxytetrahydro-2H-pyran-3,4-diol OCC[C@H]1[C@H]([C@H]([C@H](O[C@@H]1OC1=CC=CC=C1)CO)O)O